2,2-Difluoro-N-[rac-(2R,3S)-1-[1-[(1-methyl-2-oxo-4-pyridyl)methyl]indazol-5-yl]-5-oxo-2-phenyl-pyrrolidin-3-yl]propanamid FC(C(=O)N[C@@H]1[C@H](N(C(C1)=O)C=1C=C2C=NN(C2=CC1)CC1=CC(N(C=C1)C)=O)C1=CC=CC=C1)(C)F |r|